2,4a,7,7-tetramethyl-1,4,4a,6,7,8,9,9a-octahydro-5H-benzo[7]annulen-5-one CC1=CCC2(C(CCC(CC2=O)(C)C)C1)C